Benzyl (7-fluoro-1-hydroxy-1,3-dihydrobenzo[c][1,2]oxaborole-6-carbonyl)-L-valinate FC1=C(C=CC2=C1B(OC2)O)C(=O)N[C@@H](C(C)C)C(=O)OCC2=CC=CC=C2